C1(C(C1)N1C=C(C(=CC1=O)O)C(=O)OC)C1CC1 Methyl 1-((trans)-[1,1'-bi(cyclopropan)]-2-yl)-4-hydroxy-6-oxo-1,6-dihydropyridine-3-carboxylate